C(C)C=1C=CC=C(C1N1C(C=CC1=O)=O)C 3-ethyl-5-methyl-4-maleimidobenzene